5-(difluoromethyl)pyrazine-2-carboxylic acid FC(C=1N=CC(=NC1)C(=O)O)F